N1N=CC2=NC=CC=C21 pyrazolo[4,3-b]pyridine